C(C=C)OC1=CC(=C(C(=C1[C@H](NS(=O)C(C)(C)C)C1CCNCC1)Cl)Cl)Cl N-((R)-(6-(allyloxy)-2,3,4-trichlorophenyl)(piperidin-4-yl)methyl)-2-methylpropane-2-sulfinamide